C(CCCCCCCCCCCCCCCCC)(=O)OCC(C)OC(CCCCCCCCCCCCCCCCC)=O Propylenglycol distearat